C(C)C(C(=O)[O-])(CC)O.[Ag+].C(C=C)C1CCC(CC1)CC=C 1,4-diallyl-cyclohexane Silver 2-Ethyl-2-hydroxybutyrate